N[C@@H](C(=O)N1CC2=CC=C(C=C2C1)C=1C=NNC1)CC1=C(C=C(C=C1)Cl)Cl (2R)-2-amino-3-(2,4-dichlorophenyl)-1-[5-(1H-pyrazol-4-yl)-2,3-dihydro-1H-isoindol-2-yl]propan-1-one